F[B-](F)(F)F.C(C)(C)(C)OC(=O)N(CCC(CC(=O)OCC)C1=CC(=CC=C1)C(F)F)C ethyl 5-((tert-butoxycarbonyl)(methyl)amino)-3-(3-(difluoromethyl)phenyl)-pentanoate tetrafluoroborate